4-[[(2R)-1,4-dioxan-2-yl]methylamino]-9,10-dimethoxy-1-methyl-6,7-dihydrobenzo[a]quinolizin-2-one O1[C@@H](COCC1)CNC=1N2CCC3=C(C2=C(C(C1)=O)C)C=C(C(=C3)OC)OC